CN(C1=CC=C(C=C1)NC(=O)C1=CC2=C(NC(=N2)C2=CC=C(C=C2)N(C)C)C=C1)C 2-(4-Dimethylamino-phenyl)-1H-benzoimidazole-5-carboxylic Acid (4-dimethylamino-phenyl)-amide